FC(C(=O)N(C1C(C1)C1=CC=CC=C1)C1CC2(CN(C2)C(=O)OC(C)(C)C)C1)(F)F Tert-Butyl 6-(2,2,2-trifluoro-N-(2-phenylcyclopropyl)acetamido)-2-azaspiro[3.3]heptane-2-carboxylate